(R)-3-(6-(5-(tert-butoxycarbonyl)-7-methyl-5H-pyrrolo[2,3-b]pyrazin-2-yl)-2-(Morpholine-4-carbonyl)-1,2,3,4-tetrahydroisoquinolin-8-yl)morpholine-2-carboxylic acid tert-butyl ester C(C)(C)(C)OC(=O)C1[C@H](NCCO1)C=1C=C(C=C2CCN(CC12)C(=O)N1CCOCC1)C=1N=C2C(=NC1)N(C=C2C)C(=O)OC(C)(C)C